(6aS,12bR)-(-)-N-methyl-2-fluoro-10,11-dihydroxy-5,6,6a,7,8,12b-hexahydrobenzo[a]phenanthridine CN1[C@H]2CCC3=C([C@@H]2C=2C=C(C=CC2C1)F)C=C(C(=C3)O)O